7-((4-(2-fluoro-6-(methylcarbamoyl)pyridin-3-yl)piperazin-1-yl)methyl)-1-methyl-1,5-dihydro-4H-pyrrolo[3,2-c]quinolin-4-one FC1=NC(=CC=C1N1CCN(CC1)CC=1C=CC=2C3=C(C(NC2C1)=O)C=CN3C)C(NC)=O